ClC=1C=C(C=CC1)C=1C(=CC=CC1N1CC(C1)OC1=CC=C(C=C1)CNC=1C=NC=CC1)C(=O)NO 3'-chloro-N-hydroxy-6-(3-(4-((pyridin-3-ylamino)methyl)phenoxy)azetidin-1-yl)-[1,1'-biphenyl]-2-carboxamide